1,1-dimethoxy-5-(methoxyethoxy)-2-pentyne COC(C#CCCOCCOC)OC